Methyl 4-(3,6-difluoro-2-methylphenyl)-5-(4-(8-hydroxyoct-1-yn-1-yl)benzoyl)-1-methyl-1H-pyrrole-3-carboxylate FC=1C(=C(C(=CC1)F)C=1C(=CN(C1C(C1=CC=C(C=C1)C#CCCCCCCO)=O)C)C(=O)OC)C